(S)-1-(tert-butoxy)-3-(2-fluorophenyl)-1-oxopropan-2-yl (S)-2-((((9H-fluoren-9-yl)methoxy)carbonyl)amino)hexanoate C1=CC=CC=2C3=CC=CC=C3C(C12)COC(=O)N[C@H](C(=O)O[C@H](C(=O)OC(C)(C)C)CC1=C(C=CC=C1)F)CCCC